C(C=C)(=O)N1CC(C1)C(=O)N1CCC(CC1)C1=CC=C(C=C1)C=1C=C(C=2N(C1)N=CC2C#N)OC 6-(4-(1-(1-acryloylazetidine-3-carbonyl)piperidin-4-yl)phenyl)-4-methoxypyrazolo[1,5-a]pyridine-3-carbonitrile